3,5-dibromophenol BrC=1C=C(C=C(C1)Br)O